ClC1=C(C=C(C=C1)C1=CC(=C(C(=C1)F)CN1C(C=2C=CC=NC2C(=C1)C(=O)N[C@@H]1[C@H](COCC1)O)=O)F)OC 6-((4'-chloro-3,5-difluoro-3'-methoxy-[1,1'-biphenyl]-4-yl)methyl)-N-((3R,4S)-3-hydroxytetrahydro-2H-pyran-4-yl)-5-oxo-5,6-dihydro-1,6-naphthyridine-8-carboxamide